N-(3-(5-(2-acetamidopyridin-4-yl)-2-(methylthio)-1H-imidazol-4-yl)phenyl)cyclopentane-carboxamide C(C)(=O)NC1=NC=CC(=C1)C1=C(N=C(N1)SC)C=1C=C(C=CC1)NC(=O)C1CCCC1